3-((7-(1-(adamantan-1-ylmethyl)-5-methyl-1H-pyrazol-4-yl)-8-(methoxycarbonyl)imidazo[1,2-a]pyridin-3-yl)amino)picolinic acid C12(CC3CC(CC(C1)C3)C2)CN2N=CC(=C2C)C2=C(C=3N(C=C2)C(=CN3)NC=3C(=NC=CC3)C(=O)O)C(=O)OC